3-(4-dimethylaminophenyl)-3-dimethylaminophthalide CN(C1=CC=C(C=C1)C1(OC(=O)C2=CC=CC=C12)N(C)C)C